C12CC(CC2C1)OC1=C(C=C(C=C1F)NC(=O)C=1N=C(OC1CC(F)(F)F)N1CCC12CCC2)F N-(4-(cis-bicyclo[3.1.0]hexan-3-yloxy)-3,5-difluorophenyl)-2-(1-azaspiro[3.3]heptan-1-yl)-5-(2,2,2-trifluoroethyl)oxazole-4-carboxamide